FC=1C=2C=3C=C4C(NN=C4C4=CC=C5CCN(CC(NCCOC(=CC1)C2)=O)CC5=C4)=CN3 10-fluoro-14-oxa-3,4,17,20,30-pentaazahexacyclo[18.5.3.25,8.19,13.02,6.023,27]hentriaconta-1(25),2,5(31),6,8(30),9(29),10,12,23,26-decaen-18-one